C(C)(C)(C)OC(=O)N1CCC(CC1)(C)CN 4-(aminomethyl)-4-methylpiperidine-1-carboxylic acid tert-butyl ester